ClC=1C(N(C(=CC1OCC1=NC=C(C=C1F)F)C)C1=CC(=NC=C1C)C1=NN(C=C1)C(C(=O)N)(C)C)=C=O (R)-2-(3-(3-chloro-4-((3,5-difluoropyridin-2-yl)methoxy)-5',6-dimethyl-2-carbonyl-2H-[1,4'-bipyridin]-2'-yl)-1H-pyrazol-1-yl)-2-methylpropanamide